Cl.Cl.C(#C)C1=NNC(=C1C(=O)N)NC 3-ethynyl-5-(methylamino)pyrazole-4-carboxamide dihydrochloride